3-(aminomethyl)-4-methoxy-6-methyl-1H-pyridin-2-one hydrochloride Cl.NCC=1C(NC(=CC1OC)C)=O